(1S)-1,5-Anhydro-1-C-[4-chloro-3-[(4-ethoxyphenyl)methyl]phenyl]-D-glucitol tert-Butyl-3-[4-(4-chloro-2-methylsulfanyl-phenyl)phenyl]azetidine-1-carboxylate C(C)(C)(C)C1N(CC1C1=CC=C(C=C1)C1=C(C=C(C=C1)Cl)SC)C(=O)O.ClC1=C(C=C(C=C1)[C@H]1[C@H](O)[C@@H](O)[C@H](O)[C@H](O1)CO)CC1=CC=C(C=C1)OCC